ClC1=C(C=O)C=C(C(=C1)F)C1=NC=C(C=C1Cl)C(F)(F)F 2-chloro-5-[3-chloro-5-(trifluoromethyl)-2-pyridyl]-4-fluoro-benzaldehyde